2-(2,6-Diisopropylphenyl)-9-(2,4,6-trimethylphenyl)imidazo[1,5-a]quinolin-2-ium chloride [Cl-].C(C)(C)C1=C(C(=CC=C1)C(C)C)[N+]1=CN2C(C=CC3=CC=CC(=C23)C2=C(C=C(C=C2C)C)C)=C1